Cl.NC\C=C(\CN1C(=NC2=C1C=C(C=C2C2=CC=C(C=C2)S(NC2CC2)(=O)=O)C(=O)OC)C)/F Methyl (Z)-1-(4-amino-2-fluorobut-2-en-1-yl)-4-(4-(N-cyclopropylsulfamoyl)phenyl)-2-methyl-1H-benzo[d]imidazol-6-carboxylate Hydrochloride